CCCCCCCC/C=C\\CCCCCC(=O)SCCNC(=O)CCNC(=O)[C@@H](C(C)(C)COP(=O)([O-])OP(=O)([O-])OC[C@@H]1[C@H]([C@H]([C@@H](O1)N2C=NC3=C(N=CN=C32)N)O)OP(=O)([O-])[O-])O The molecule is a hexadecenoyl-CoA(4-) obtained by deprotonation of the phosphate and diphosphate OH groups of (7Z)-hexadecenoyl-CoA; major species at pH 7.3. It is a conjugate base of a (7Z)-hexadecenoyl-CoA.